FC1=C(C=CC=C1)[C@H]1[C@H](CCCC1)N(C([O-])=O)C(CC)OCOC 1-(2-fluorophenyl)-(S)-1-methoxymethoxypropyl-(S)-2-cyclohexylcarbamate